BrC=1C=CC(=C(CCNC(C2=NC=CC=C2)=O)C1)[Se]C1=CC=CC=C1 N-(5-bromo-2-(phenylselanyl)phenethyl)picolinamide